CC=1C=C(C(=NC1C=1C=NC(=NC1)C(F)(F)F)C1=CC=CC=C1)N 5-methyl-2-phenyl-6-(2-(trifluoromethyl)pyrimidin-5-yl)pyridin-3-amine